(1R)-2,2-difluoro-N-(3-{6-[1-hydroxypropyl]-4-methylpyridin-3-yl}-1,6-naphthyridin-7-yl)cyclopropane-1-carboxamide FC1([C@H](C1)C(=O)NC1=NC=C2C=C(C=NC2=C1)C=1C=NC(=CC1C)C(CC)O)F